CN1CCC(CC1)[C@@H]1CCNC=2N1N=C(C2C(=O)N)C2=CC=C1C=CC(=NC1=C2)C2=CC=CC=C2 (S)-7-(1-methylpiperidin-4-yl)-2-(2-phenylquinoline-7-yl)-4,5,6,7-tetrahydropyrazolo[1,5-a]pyrimidine-3-carboxamide